NC1=CC=C2C(CN=CC2=C1)(C)C 7-amino-4,4-dimethyl-3,4-dihydroisoquinoline